6-(4-fluorophenyl)-2-azaspiro[3.3]heptan-6-ol FC1=CC=C(C=C1)C1(CC2(CNC2)C1)O